3-bromo-N-cyclopentyl-6-(4H-1,2,4-triazol-4-yl)picolinamide BrC=1C(=NC(=CC1)N1C=NN=C1)C(=O)NC1CCCC1